Dehydrocholesterol C[C@H](CCCC(C)C)[C@H]1CC[C@@H]2[C@@]1(CC[C@H]3C2=CC=C4[C@@]3(CC[C@@H](C4)O)C)C